COC=1C=C(CNC2=C3N=CN(C3=NC(=N2)C=2C=NC=C(C2)OC)[C@H]2[C@@H]([C@@H]([C@H](O2)C(=O)NC)O)O)C=CC1 (2S,3S,4R,5R)-5-(6-(3-methoxybenzylamino)-2-(5-methoxypyridin-3-yl)-9H-purin-9-yl)-3,4-Dihydroxy-N-methyl-tetrahydrofuran-2-carboxamide